C1CC2C(=C3C=CC=CC3=N2)C1 TETRAHYDROCYCLOPENTA[B]INDOLE